F[C@H]1[C@@H](C1)C1=CC(=NO1)C(=O)O 5-((1S,2R)-2-Fluorocyclopropyl)isoxazole-3-carboxylic acid